Diethyl (2-(10H-phenothiazin-10-yl)ethyl)phosphonate C1=CC=CC=2SC3=CC=CC=C3N(C12)CCP(OCC)(OCC)=O